ClCC(CCCCCCCCCCCCCC)=O 1-chlorohexadecan-2-one